NC1=NC=2C(=CC(=CC2C=2N1N=C(N2)[C@@H]2CC[C@@H](N(C2)C(=O)C2CC(CC2)C(C)(C)O)C)F)F [(2S,5R)-5-(5-amino-7,9-difluoro[1,2,4]triazolo[1,5-c]quinazolin-2-yl)-2-methylpiperidin-1-yl][3-(2-hydroxypropan-2-yl)cyclopentyl]methanone